Ytterbium(III) triflate hydrate O.[O-]S(=O)(=O)C(F)(F)F.[Yb+3].[O-]S(=O)(=O)C(F)(F)F.[O-]S(=O)(=O)C(F)(F)F